O=C1CC(CCC1)CCNC(OCCCC)=O Butyl N-[2-(3-oxocyclohexyl)ethyl]carbamate